P(=O)(OCOC1=C(C=CC=C1)C=1N=NC(=C(C1)N1CC2CCC(C1)N2C2=CC(=NC=C2)OC2CC(C2)OC2CCNCC2)N)(O)O (2-(6-amino-5-(8-(2-((1r,3r)-3-(piperidin-4-yloxy)cyclobutoxy)pyridin-4-yl)-3,8-diazabicyclo[3.2.1]octan-3-yl)pyridazin-3-yl)phenoxy)methyl dihydrogen phosphate